1-(3-(5-Amino-2-chloro-4-fluoro-3-methylbenzamido)-4-(3,4-dimethylpiperazin-1-yl)phenyl)-N-(2-morpholinoethyl)-1H-1,2,3-triazole-4-carboxamide NC=1C(=C(C(=C(C(=O)NC=2C=C(C=CC2N2CC(N(CC2)C)C)N2N=NC(=C2)C(=O)NCCN2CCOCC2)C1)Cl)C)F